3-(2-(5-(3-bromobenzylidene)-3-(2,6-dimethylphenyl)-4-oxothiazolidine-2-ylidene)hydrazono)-5-bromo-1H-indol-2-one BrC=1C=C(C=C2C(N(C(S2)=NN=C2C(NC3=CC=C(C=C23)Br)=O)C2=C(C=CC=C2C)C)=O)C=CC1